(S,Z)-(4-(1-(4-(2-(4-(4-(2-(2,6-dioxopiperidin-3-yl)-1-oxoisoindolin-5-yl)piperazine-1-carbonyl)piperazin-1-yl)ethoxy)phenyl)-2-phenylbut-1-en-1-yl)phenyl)boronic acid O=C1NC(CC[C@@H]1N1C(C2=CC=C(C=C2C1)N1CCN(CC1)C(=O)N1CCN(CC1)CCOC1=CC=C(C=C1)\C(=C(\CC)/C1=CC=CC=C1)\C1=CC=C(C=C1)B(O)O)=O)=O